5-(3-(1-methyl-1H-pyrazol-4-yl)pyrazolo[1,5-a]pyridin-5-yl)-N-(cis-4-(trifluoromethoxy)cyclohexyl)-7H-pyrrolo[2,3-d]pyrimidin-2-amine CN1N=CC(=C1)C=1C=NN2C1C=C(C=C2)C2=CNC=1N=C(N=CC12)N[C@@H]1CC[C@@H](CC1)OC(F)(F)F